N1[C@@H](CCC1=O)C(=O)O.N[C@@]1(C(CCCC1)=O)C1=C(C=CC=C1)Cl (R)-2-amino-2-(2-chlorophenyl)cyclohexanone (L)-pyroglutamic acid salt